C1(=CC=C(C=C1)C(=O)OC)C1=CC=CC=C1 Methyl [1,1'-biphenyl]-4-carboxylate